methyl L-leucinate sulfate S(=O)(=O)(O)O.N[C@@H](CC(C)C)C(=O)OC